(S)-3-(6-cyclopropyl-4-(cyclopropyl(4-methyl-4H-1,2,4-triazol-3-yl)methyl)pyridin-2-yl)-8-methyl-6-(((R)-2-methylmorpholinyl)methyl)-4H-chromen-4-one C1(CC1)C1=CC(=CC(=N1)C1=COC2=C(C=C(C=C2C1=O)CN1C[C@H](OCC1)C)C)[C@@H](C1=NN=CN1C)C1CC1